C(C)(C)C1=CC=C(C=C1)C(C)O (4-isopropylphenyl)ethanol